6-(6-amino-2-fluoro-3-methylphenyl)hexan-1-ol NC1=CC=C(C(=C1CCCCCCO)F)C